C(C)(C)(C)OC(=O)N[C@H](C(=O)O)CC (S)-2-((tert-butoxycarbonyl)amino)butyric acid